N-hydroxyl-succinimide ON1C(CCC1=O)=O